(2S)-1-tert-butoxycarbonyl-4-[3-(dimethylamino)propoxy]pyrrolidine-2-carboxylic acid C(C)(C)(C)OC(=O)N1[C@@H](CC(C1)OCCCN(C)C)C(=O)O